C(C)(C)N(P(O[C@@H]1[C@H](O[C@H]([C@@H]1OC)N1C2=NC=NC(=C2N=C1)NC(C1=CC=CC=C1)=O)C1C(C1)P(=O)(OCC)OCC)OCCC#N)C(C)C (2R,3R,4R,5R)-5-(6-benzoylamino-9H-purin-9-yl)-2-(2-(diethoxyphosphoryl) cyclopropyl)-4-methoxytetrahydrofuran-3-yl (2-cyanoethyl) diisopropylphosphoramidite